tert-butyl 3-((8-(benzyl(tert-butoxycarbonyl)amino)-3-cyclopropylimidazo[1,2-b]pyridazin-6-yl)thio)piperidine-1-carboxylate C(C1=CC=CC=C1)N(C=1C=2N(N=C(C1)SC1CN(CCC1)C(=O)OC(C)(C)C)C(=CN2)C2CC2)C(=O)OC(C)(C)C